N1(CCCC1)CCNC(=O)C1=CC=C(C=C1)C1(NNC(=N1)N)N 3-(4-((2-(pyrrolidin-1-yl)ethyl)aminocarbonyl)phenyl)-1H-1,2,4-triazole-3,5-diamine